N1(CCNCC1)CCOC1=CC2=C(N=CN2)C=C1 5-(2-piperazin-1-ylethoxy)-benzimidazole